2-(3-(4-methylpiperazino)propylthio)-4-(3-chloro-4-(3-(trifluoromethyl)phenoxy)phenylamino)pyrimidine CN1CCN(CC1)CCCSC1=NC=CC(=N1)NC1=CC(=C(C=C1)OC1=CC(=CC=C1)C(F)(F)F)Cl